5-((5-Chloro-2-(2-oxopyrrolidin-1-yl)pyrimidin-4-yl)amino)-3-(3-hydroxy-3-methylbutyl)-1-methyl-1,3-dihydro-2H-benzo[d]imidazol-2-on ClC=1C(=NC(=NC1)N1C(CCC1)=O)NC1=CC2=C(N(C(N2CCC(C)(C)O)=O)C)C=C1